P(=O)(OOCCC#N)(OOCCC#N)OOCCC#N tris(cyanoethoxy) phosphate